6-(3-methylpyridin-4-yl)-3-(2-{[(3S)-piperidin-3-yl]amino}-5-(trifluoromethyl)pyrimidin-4-yl)-1H,6H,7H-pyrrolo[2,3-c]pyridin-7-one CC=1C=NC=CC1N1C(C2=C(C=C1)C(=CN2)C2=NC(=NC=C2C(F)(F)F)N[C@@H]2CNCCC2)=O